(R)-1-((4-(8-bromo-6-chloroimidazo[1,2-b]pyridazin-2-yl)-3-fluorophenyl)carbamoyl)-pyrrolidin-3-yl acetate C(C)(=O)O[C@H]1CN(CC1)C(NC1=CC(=C(C=C1)C=1N=C2N(N=C(C=C2Br)Cl)C1)F)=O